2-hydroxy-1-{4-[4-(2-hydroxy-2-methyl-propyl)-benzyl]-phenyl}-2-methylpropan-1-one OC(C(=O)C1=CC=C(C=C1)CC1=CC=C(C=C1)CC(C)(C)O)(C)C